CS(=O)(=O)NC12CC(C1)(C2)N2C(N1[C@@H](CN(CC1)C(=O)OC(C)(C)C)C2)=O tert-butyl (R)-2-(3-(methylsulfonamido)bicyclo[1.1.1]pentan-1-yl)-3-oxohexahydroimidazo[1,5-a]pyrazine-7(1H)-carboxylate